CN(C=1C=C2CC[C@@H](C2=CC1)CNC=1C=NC=CC1C(=O)O)C1=CC=C(C=C1)C 3-({[(1S)-5-[methyl-(4-methylphenyl)amino]-2,3-dihydro-1H-inden-1-yl]methyl}amino)pyridine-4-carboxylic acid